5-chloro-7-nitroquinoline ClC1=C2C=CC=NC2=CC(=C1)[N+](=O)[O-]